8,8-dimethyl-2-(5-methylfuran-2-carbonyl)-7-oxo-2-azaspiro[3.5]non-5-ene-6-carbonitrile CC1(C(C(=CC2(CN(C2)C(=O)C=2OC(=CC2)C)C1)C#N)=O)C